ClC1=NC=CC(=C1)C=1C=CC(=C(C1)S(=O)(=O)N1CCN(CC1)CC(F)F)C ((5-(2-chloropyridin-4-yl)-2-methylphenyl)sulfonyl)-4-(2,2-difluoroethyl)piperazine